N-[5-ethyl-4-(2-isopropylphenoxy)-6-(o-tolyl)pyrimidin-2-yl]-1-methyl-pyrazole-4-sulfonamide C(C)C=1C(=NC(=NC1C1=C(C=CC=C1)C)NS(=O)(=O)C=1C=NN(C1)C)OC1=C(C=CC=C1)C(C)C